COC1=CC=C(CN(C2=CC(=C(C(=N2)C2=C(C(=C3C(NC=NC3=C2)=O)OCCNC(C)(C)C=2C(=NC=CC2)Cl)Cl)C(F)(F)F)C)CC2=CC=C(C=C2)OC)C=C1 7-(6-(bis(4-methoxybenzyl)amino)-4-methyl-3-(trifluoromethyl)pyridin-2-yl)-6-chloro-5-(2-((2-(2-chloropyridin-3-yl)propan-2-yl)amino)ethoxy)quinazolin-4(3H)-one